3-[3-fluoro-4-[(4-methylimidazol-1-yl)methyl]phenyl]-5-(trifluoromethyl)-1,2,4-oxadiazole FC=1C=C(C=CC1CN1C=NC(=C1)C)C1=NOC(=N1)C(F)(F)F